10-((cyclopentyloxy)carbonyl)-6-isopropyl-9-(3-methoxypropoxy)-2-oxo-6,7-dihydro-2H-pyrido[2,1-a]isoquinoline-3-carboxylic acid C1(CCCC1)OC(=O)C1=C(C=C2CC(N3C(C2=C1)=CC(C(=C3)C(=O)O)=O)C(C)C)OCCCOC